BrC=1C=C(CN2C(CCCC2)C(=O)NCC2=CC=C(C=C2)COC2=C(C=C(C=C2)\C=C\C(=O)C2=CC=C(C=C2)OC)OC)C=CC1OCC=1C(=C(C=CC1)C1=CC=CC=C1)C (E)-1-(3-bromo-4-((2-methyl-[1,1'-biphenyl]-3-yl)methoxy)benzyl)-N-(4-((2-methoxy-4-(3-(4-methoxyphenyl)-3-oxoprop-1-en-1-yl)phenoxy)methyl)benzyl)piperidine-2-carboxamide